N-(2-propoxyethyl)-2,6-diethylaniline C(CC)OCCNC1=C(C=CC=C1CC)CC